CC(C(C(=O)[O-])=CC1CCCCC1)(C)C Trimethyl-cyclohexylmethacrylat